2-bromo-3-chloro-5-(cyclopropylethynyl)thiophene BrC=1SC(=CC1Cl)C#CC1CC1